C(C)(=O)N1CCC(CC1)CN1C(N(C(C=2N(C(=NC12)C1=C(C=CC=C1)Cl)C1=CC=C(C=C1)Cl)=O)C[C@H]1OC(OC1)(C)C)=O (R)-3-[(1-acetylpiperidin-4-yl)methyl]-8-(2-chlorophenyl)-7-(4-chlorophenyl)-1-[[2,2-dimethyl-1,3-dioxolan-4-yl]methyl]purine-2,6-dione